CC1(OB(OC1(C)C)C1=CC=C(COC2CCNCC2)C=C1)C 4-(4-(4,4,5,5-tetramethyl-1,3,2-dioxaborolan-2-yl)benzyloxy)piperidine